2-hydroxymyristic acid OC(C(=O)O)CCCCCCCCCCCC